C1(CC1)C([C@H](C1=C(C=CC=C1)F)N1CC2=C(CC1)SC(=C2)CC(=O)[O-])=O (S)-[5-[2-cyclopropyl-1-(2-fluorophenyl)-2-oxoethyl]-6,7-dihydro-4H-thieno[3,2-c]pyridin-2-yl]acetate